C(C)(C)(C)OC(=O)N1CCN(CC1)C1=C(C(N(C2=CC=C(N=C12)Br)C)=O)[N+](=O)[O-] 4-(6-bromo-1-methyl-3-nitro-2-oxo-1,2-dihydro-1,5-naphthyridin-4-yl)piperazine-1-carboxylic acid tert-butyl ester